COC(C1=C(N=CC(=C1)C1(CC1)C#N)Cl)=O 2-chloro-5-(1-cyanocyclopropyl)nicotinic acid methyl ester